8-(bromomethyl)-7-fluoroquinoline BrCC=1C(=CC=C2C=CC=NC12)F